(R)-4-((3S,5S,8R,9S,10S,13R,14S,17R)-3-hydroxy-10,13-dimethylhexadecahydro-1H-cyclopenta[a]phenanthren-17-yl)-1-((S)-2-methyl-4-(5-methylpyrimidin-4-yl)piperazin-1-yl)pentan-1-one O[C@H]1CC[C@@]2([C@H]3CC[C@@]4([C@H](CC[C@H]4[C@@H]3CC[C@H]2C1)[C@@H](CCC(=O)N1[C@H](CN(CC1)C1=NC=NC=C1C)C)C)C)C